Trin-butylphosphonium tetrafluoroborate F[B-](F)(F)F.C(CCC)[PH+](CCCC)CCCC